COCC=1C=C(N(N1)C)O 5-(methoxymethyl)-2-methyl-pyrazol-3-ol